7-chloro-1-cyclobutyl-3-(2,6-dimethylphenyl)-3,4-dihydropyrimido[4,5-d]Pyrimidin-2(1H)-one ClC1=NC=C2C(=N1)N(C(N(C2)C2=C(C=CC=C2C)C)=O)C2CCC2